1-(4,6-dichloropyridin-3-yl)thiourea ClC1=C(C=NC(=C1)Cl)NC(=S)N